FC(C1=CC=C(CSC=2OC3=C(N2)C=C(C=C3)C#N)C=C1)(F)F 2-((4-(trifluoromethyl)benzyl)thio)benzo[d]oxazol-5-carbonitrile